8-(6-(dimethylamino)pyridin-3-yl)-1-(4-(piperazin-1-yl)-3-(trifluoromethyl)phenyl)-5-(2-(Pyrrol-1-yl)ethyl)-1,5-dihydro-4H-[1,2,3]triazolo[4,5-c]quinolin-4-one CN(C1=CC=C(C=N1)C1=CC=2C3=C(C(N(C2C=C1)CCN1C=CC=C1)=O)N=NN3C3=CC(=C(C=C3)N3CCNCC3)C(F)(F)F)C